[Si](C)(C)(C(C)(C)C)OCCC1CC(C2=CC=CC=C2C1)N 3-(2-((tert-butyldimethylsilyl)oxy)ethyl)-1,2,3,4-tetrahydronaphthalen-1-amine